N-(4-((2-oxo-2,3-dihydro-1H-benzo[d]imidazol-1-yl)methyl)benzyl)methanesulfonamide O=C1NC2=C(N1CC1=CC=C(CNS(=O)(=O)C)C=C1)C=CC=C2